1-(o-tolylcarbamothioyl)-3-[2-[1-[1-[4-(trifluoromethoxy)phenyl]-1,2,4-triazol-3-yl]-4-piperidyl]ethyl]urea C1(=C(C=CC=C1)NC(=S)NC(=O)NCCC1CCN(CC1)C1=NN(C=N1)C1=CC=C(C=C1)OC(F)(F)F)C